3-amino-3-[(6-acetamido-1-methoxy-1-oxohex-2-yl)carbamoyl]propionic acid NC(CC(=O)O)C(NC(C(=O)OC)CCCCNC(C)=O)=O